N1N=NC(=C1)CNC(=O)[C@@H]1CC2=C3C(OC[C@@H](C(N13)=O)NC([C@H](C(C)C)NC(CF)=O)=O)=CC=C2 (1S,8S)-8-[(S)-2-(2-Fluoro-acetylamino)-3-methyl-butyrylamino]-9-oxo-1,2,8,9-tetrahydro-7H-6-oxa-9a-aza-benzo[cd]azulene-1-carboxylic acid (1H-[1,2,3]triazol-4-ylmethyl)-amide